(Z)-4-(4-((5-cyclopropyl-3-(2-(trifluoromethoxy)phenyl)isoxazol-4-yl)methoxy)azepan-1-yl)-N'-hydroxybenzimidamide C1(CC1)C1=C(C(=NO1)C1=C(C=CC=C1)OC(F)(F)F)COC1CCN(CCC1)C1=CC=C(/C(/N)=N/O)C=C1